6-({6-[6-(2-hydroxy-2-methylpropoxy)pyrazolo[1,5-a]pyridine-3-amido]spiro[3.3]heptan-2-yl}oxy)-1,3-dimethyl-1H-pyrazolo[3,4-b]pyridine-5-carboxamide OC(COC=1C=CC=2N(C1)N=CC2C(=O)NC2CC1(CC(C1)OC1=C(C=C3C(=N1)N(N=C3C)C)C(=O)N)C2)(C)C